C(C)(C)O[Si](C1=CC=C(C=C1)C(=C)C1=CC=C(C=C1)[Si](OC(C)C)(OC(C)C)OC(C)C)(OC(C)C)OC(C)C 1,1-bis(4-triisopropoxysilylphenyl)ethylene